OC1(CCCCC1=O)C(=O)SCCNC(CCNC([C@@H](C(COP(OP(OC[C@@H]1[C@H]([C@H]([C@@H](O1)N1C=NC=2C(N)=NC=NC12)O)OP(=O)(O)O)(=O)O)(=O)O)(C)C)O)=O)=O hydroxy-6-oxocyclohexane-1-carbonyl-CoA